ClC1=C(C=CC(=C1)Cl)[C@@H](C)C=1N(N=C2C1N=C(N=C2N)C=2CCNCC2)C [(1R)-1-(2,4-dichlorophenyl)ethyl]-2-methyl-5-(1,2,3,6-tetrahydropyridin-4-yl)pyrazolo[4,3-d]pyrimidin-7-amine